COCCN1C[C@H]([C@@H](C1)C=1C=NC=CC1)N (3S,4R)-1-(2-Methoxyethyl)-4-(pyridin-3-yl)pyrrolidin-3-amine